3-[[4-(2,6-dimethylphenyl)-6-[(2R)-2-[(2-iodo-1-methyl-pyrrolo[2,3-b]pyridin-6-yl)methylamino]-4,4-dimethyl-pentoxy]pyrimidin-2-yl]sulfamoyl]benzoic acid CC1=C(C(=CC=C1)C)C1=NC(=NC(=C1)OC[C@@H](CC(C)(C)C)NCC1=CC=C2C(=N1)N(C(=C2)I)C)NS(=O)(=O)C=2C=C(C(=O)O)C=CC2